NC1=CC=C(C(=O)C2=CC=C(C=C2)C(C2=CC=C(C=C2)N)=O)C=C1 1,4-bis(4-aminobenzoyl)benzene